FC=1C=CC(=NC1)NC(CN1C=2N(C3=C(C1=O)C=CC(=N3)C(F)(F)F)N=C(C2)C2(CC2)C(F)(F)F)=O N-(5-Fluoropyridin-2-yl)-2-(5-oxo-8-(trifluoromethyl)-2-(1-(trifluoromethyl)cyclopropyl)pyrazolo[1,5-a]pyrido[3,2-e]pyrimidin-4(5H)-yl)acetamide